benzofuropyridine N1=CC=CC2=C1C1=C(O2)C=CC=C1